C=C(C=C)CC 3-methylenepent-1-ene